1-(((3r,5r)-4-(3-fluoro-5-methoxyphenyl)-3,5-dimethylpiperazin-1-yl)sulfonyl)-2,3-dimethyl-1H-imidazol-3-ium triflate [O-]S(=O)(=O)C(F)(F)F.FC=1C=C(C=C(C1)OC)N1[C@@H](CN(C[C@H]1C)S(=O)(=O)N1C(=[N+](C=C1)C)C)C